BrC=1C=CC2=C(N=C(S2)CCCl)C1 5-bromo-2-(2-chloroethyl)-1,3-benzothiazole